O=C1C2(C=3C(=NC=CC3)N1)CC1=C(N=C(S1)C(=O)[O-])CC2 oxo-1',2',4,7-tetrahydro-5H-spiro[benzo[d]thiazole-6,3'-pyrrolo[2,3-b]pyridine]-2-carboxylate